C[C@H]1N(C[C@@H](NC1)C)C=1C=NC(=CC1)[N+](=O)[O-] (2R,5S)-2,5-dimethyl-1-(6-nitropyridin-3-yl)piperazine